4-cyano-1,2,3-triazole C(#N)C=1N=NNC1